(S)-N-(8,9-difluoro-3-methyl-6-oxo-1,2,3,4,5,6-hexahydrobenzo[c][1,7]naphthyridin-1-yl)-N-methyl-1H-indole-2-carboxamide FC=1C(=CC2=C(C(NC=3CN(C[C@H](C23)N(C(=O)C=2NC3=CC=CC=C3C2)C)C)=O)C1)F